1-ethylpropyl-amine C(C)C(CC)N